C(C)OC1=CC=2N(C=C1C(=O)NC1=NC(=CC=C1)OC)C=C(N2)[C@H]2[C@H](C2)F 7-ethoxy-2-[(1S,2S)-2-fluorocyclopropyl]-N-(6-methoxy-2-pyridyl)imidazo[1,2-a]pyridine-6-carboxamide